magnesium bis(trifluoromethane sulfonyl)imide [N-](S(=O)(=O)C(F)(F)F)S(=O)(=O)C(F)(F)F.[Mg+2].[N-](S(=O)(=O)C(F)(F)F)S(=O)(=O)C(F)(F)F